CN(C(CCCC[C@H]1[C@H](C1)CCCCCCCCCCC)CCCCCCCCC)C N,N-dimethyl-[(1R,2S)-2-undecylcyclopropyl]tetradecan-5-amine